1-(4-chlorobenzyl)-1H-indole-3-carbaldehyde ClC1=CC=C(CN2C=C(C3=CC=CC=C23)C=O)C=C1